FC1=C(C=CC=C1C[C@@H]1N(C[C@@H]([C@@H]1NS(=O)(=O)C1CC1)F)C(C(C)(C)O)=O)C1=CC(=CC=C1)F N-[(2S,3R,4S)-2-[(2,3'-difluoro[1,1'-biphenyl]-3-yl)methyl]-4-fluoro-1-(2-hydroxy-2-methylpropanoyl)pyrrolidin-3-yl]cyclopropanesulfonamide